FC(C1=NN=C(O1)C1=CC=2N(C=C1)C=C(N2)CN(S(=O)(=O)C2CCN(CC2)C2=NC=CC=N2)C2=CC(=CC=C2)F)F N-((7-(5-(difluoromethyl)-1,3,4-oxadiazol-2-yl)imidazo[1,2-a]pyridin-2-yl)methyl)-N-(3-fluorophenyl)-1-(pyrimidin-2-yl)piperidine-4-sulfonamide